N1(CCCCC1)C(=O)O/C(=N/[S@@](=O)C(C)(C)C)/C(C)(C)C tert-butyl-[(E)-{[(S)-2-methylpropan-2-sulfinyl] imino} methyl] piperidine-1-carboxylate